Cl.N=1N2C(C=NC1)=CC=C2N pyrrolo[2,1-f][1,2,4]triazin-7-amine hydrochloride